(1-methylpyrrolidin-2-yl)methyl methanesulfonate CS(=O)(=O)OCC1N(CCC1)C